(2-((4-((S)-2-(4-chloro-2-fluorophenyl)-2-methylbenzo[d][1,3]dioxol-4-yl)piperidin-1-yl)methyl)-1-(((S)-oxetan-2-yl)methyl)-1H-imidazol-4-yl)methanol ClC1=CC(=C(C=C1)[C@@]1(OC2=C(O1)C=CC=C2C2CCN(CC2)CC=2N(C=C(N2)CO)C[C@H]2OCC2)C)F